C(#N)C#CC1=NC=C(C(=O)O)C=C1 6-(cyanoethynyl)nicotinic acid